ClC1=CC2=C(CCO2)C=C1NC1=NC=C2N(C(N(C2=N1)C1COCCC1)=O)C ((6-chloro-2,3-dihydrobenzofuran-5-yl)amino)-7-methyl-9-(tetrahydro-2H-pyran-3-yl)-7,9-dihydro-8H-purin-8-one